FC1(C(C1)CCN(C1=C2CN(C(C2=CC=C1)=O)C1C(NC(CC1)=O)=O)C1CCC(CC1)NCC1(CC1)C(F)(F)F)F 3-(4-((2-(2,2-difluorocyclopropyl)ethyl)((1r,4r)-4-(((1-(trifluoromethyl)cyclopropyl)methyl)amino)cyclohexyl)amino)-1-oxoisoindolin-2-yl)piperidine-2,6-dione